[Pd].[Pd].C1(=CC=CC=C1)C=CC(C=CC1=CC=CC=C1)=O.C1(=CC=CC=C1)C=CC(C=CC1=CC=CC=C1)=O.C1(=CC=CC=C1)C=CC(C=CC1=CC=CC=C1)=O tris(1,5-diphenyl-1,4-pentadiene-3-one) dipalladium